C(C(=C)C)(=O)ONC(=O)OC(CSC(C1=CC=CC=C1)(C1=CC=CC=C1)C1=CC=CC=C1)CSC(C1=CC=CC=C1)(C1=CC=CC=C1)C1=CC=CC=C1 ((((1,3-bis(tritylthio) propan-2-yl) oxy) carbonyl) amino) methacrylate